(2S,3S,4R,5R)-5-(2-(5-ethylpyridin-3-yl)-6-((methyl-d3)-amino)-9H-purin-9-yl)-3,4-dihydroxyl-N-(methyl-d3)-tetrahydrofuran-2-carboxamide C(C)C=1C=C(C=NC1)C1=NC(=C2N=CN(C2=N1)[C@H]1[C@@H]([C@@H]([C@H](O1)C(=O)NC([2H])([2H])[2H])O)O)NC([2H])([2H])[2H]